(S)-4-(4-fluorophenoxy)-N-(7-(3-hydroxy-3-methylbut-1-yn-1-yl)-5-methyl-4-oxo-2,3,4,5-tetrahydrobenzo[b][1,4]oxazepin-3-yl)pyridineamide FC1=CC=C(OC2=CC(=NC=C2)C(=O)N[C@@H]2C(N(C3=C(OC2)C=CC(=C3)C#CC(C)(C)O)C)=O)C=C1